nicotine-citrate salt C(CC(O)(C(=O)O)CC(=O)O)(=O)O.N1=CC=CC(=C1)C1N(C)CCC1